2-(3-(1-((4-cyclopropyl-4H-1,2,4-triazol-3-yl)methyl)-3,3-difluorocyclobutyl)phenyl)-6-(((1-methylcyclobutyl)amino)methyl)-4-(trifluoromethyl)isoindolin-1-one C1(CC1)N1C(=NN=C1)CC1(CC(C1)(F)F)C=1C=C(C=CC1)N1C(C2=CC(=CC(=C2C1)C(F)(F)F)CNC1(CCC1)C)=O